sodium oleoyl ethanesulfonate C(C)S(=O)(=O)OC(CCCCCCC\C=C/CCCCCCCC)=O.[Na]